5-((3-carbamoyl-6-(2,6-difluorophenyl)pyridazin-4-yl)amino)isoindoline-2-carboxylic acid tert-butyl ester C(C)(C)(C)OC(=O)N1CC2=CC=C(C=C2C1)NC1=C(N=NC(=C1)C1=C(C=CC=C1F)F)C(N)=O